N-((2,6-dihydroxy-5'-methyl-4-pentyl-2'-(prop-1-en-2-yl)-1',2',3',4'-tetrahydro-[1,1'-biphenyl]-3-yl)methyl)cyclohexanecarboxamide OC1=C(C(=CC(=C1CNC(=O)C1CCCCC1)CCCCC)O)C1C(CCC(=C1)C)C(=C)C